NC1CCC(CC1)N[C@H]1[C@@H](C1)C1=CC=C(C=C1)C1=CC(=CC=C1)NS(=O)(=O)N1CCNCC1 N-(4'-((trans)-2-((4-aminocyclohexyl)amino)cyclopropyl)-[1,1'-biphenyl]-3-yl)piperazine-1-sulfonamide